2-((2-methoxy-4-(morpholinosulfonyl)phenyl)amino)-4-(methylamino)-7H-pyrrolo[2,3-d]pyrimidine-5-carbonitrile COC1=C(C=CC(=C1)S(=O)(=O)N1CCOCC1)NC=1N=C(C2=C(N1)NC=C2C#N)NC